1-(3-methoxypropyl)-2-methylpyrrolinium COCCC[NH+]1C(=CCC1)C